[1,2,4-triazolo[4,3-a]benzazepine-5-yl]carbamate C1N=NC=2N1C1=C(C=C(C2)NC([O-])=O)C=CC=C1